sodium carbonate dithiosulfate S(=S)(=S)([O-])O.C(O)(O)=O.[Na+]